N-{3-fluoro-4-[6-methoxy-7-(3-morpholinopropoxy)quinolin-4-oxy]phenyl}-7-(4-trifluoromethylphenyl)pyrazolo[1,5-a]pyrimidine-5-carboxamide FC=1C=C(C=CC1OC1=CC=NC2=CC(=C(C=C12)OC)OCCCN1CCOCC1)NC(=O)C1=NC=2N(C(=C1)C1=CC=C(C=C1)C(F)(F)F)N=CC2